CC1=NC(=CC(=C1)C=1NC2=CC=C(C=C2C1C(C)C)C1CCN(CC1)CCCN(CC)CC)C 3-(4-(2-(2,6-dimethylpyridin-4-yl)-3-isopropyl-1H-indol-5-yl)piperidin-1-yl)-N,N-diethylpropan-1-amine